4-(N-(3-(tert-butyl)-5-cyclopropylbenzyl)-2-(N-(2-chloro-4-fluorobenzyl)-(2,3,4,5,6-pentafluorophenyl)sulfonamido)acetamido)-3-isopropoxybenzoic acid C(C)(C)(C)C=1C=C(CN(C(CN(S(=O)(=O)C2=C(C(=C(C(=C2F)F)F)F)F)CC2=C(C=C(C=C2)F)Cl)=O)C2=C(C=C(C(=O)O)C=C2)OC(C)C)C=C(C1)C1CC1